NC1=NC=NN2C1=C(C=C2C2=NN(C=C2)C)C2=CC(=C(C=C2)N(C=2SC(=NN2)C)C)OC N-(4-(4-amino-7-(1-methyl-1H-pyrazol-3-yl)pyrrolo[2,1-f][1,2,4]triazin-5-yl)-2-methoxyphenyl)-N,5-dimethyl-1,3,4-thiadiazol-2-amine